BrC1=CC=C(C(=N1)C=1N=C2N(C(N(C(=C2)C(F)(F)F)C)=O)C1)S(=O)(=O)CC 2-(6-bromo-3-ethylsulfonyl-2-pyridinyl)-6-methyl-7-(trifluoromethyl)imidazo[1,2-c]Pyrimidin-5-one